(1S,3aR,6aS)-2-((R)-4,4-difluoro-2-hydroxybutanoyl)-N-((S)-3-oxo-1-((S)-2-oxopyrrolidin-3-yl)-4-(trifluoromethoxy)butan-2-yl)octahydrocyclopenta[c]pyrrole-1-carboxamide FC(C[C@H](C(=O)N1[C@@H]([C@@H]2[C@H](C1)CCC2)C(=O)N[C@@H](C[C@H]2C(NCC2)=O)C(COC(F)(F)F)=O)O)F